M-Fluorophenylpropionitrile FC=1C=C(C=CC1)C(C#N)C